N4-(5-(1-(2-oxa-6-azaspiro[3.3]heptan-6-yl)ethyl)-6-(trifluoromethyl)pyridin-2-yl)-N6-(3-(methylsulfonyl)pyridin-2-yl)pyrimidine-4,6-diamine C1OCC12CN(C2)C(C)C=2C=CC(=NC2C(F)(F)F)NC2=NC=NC(=C2)NC2=NC=CC=C2S(=O)(=O)C